C(C)(C)(C)OC(=O)N1CC2(C1)CC(C2)NC(COC2=CC(=C(C=C2)Cl)F)=O 6-(2-(4-chloro-3-fluorophenoxy)acetamido)-2-azaspiro[3.3]heptane-2-carboxylic acid tert-butyl ester